ClC1=C(COCC(CI)=O)C=CC=C1 1-((2-chlorobenzyl)oxy)-3-iodopropan-2-one